(S)-2-(4-((2,2-dimethyltetrahydro-2H-pyran-4-yl)amino)pyrido[3,4-d]pyridazin-1-yl)-5-methylphenol CC1(OCC[C@@H](C1)NC=1N=NC(=C2C1C=NC=C2)C2=C(C=C(C=C2)C)O)C